Cl.CC(C1=NC(=NC(=C1)C)C1=NNC=C1)C Dimethylpyrazolyldimethylpyrimidine hydrochloride